FC(C1=C(CSC2=NC3=CC=CC=C3C=C2)C=CC=C1)(F)F ((2-(trifluoromethyl)benzyl)thio)quinoline